ClCCCNC1=CC(N(C(N1C)=O)C)=O 6-(3-chloropropyl)amino-1,3-dimethyluracil